2,5-dioxopyrrolidin-1-yl-N2,N6-bis(tert-butoxycarbonyl)-L-lysine O=C1N(C(CC1)=O)N([C@@H](CCCCNC(=O)OC(C)(C)C)C(=O)O)C(=O)OC(C)(C)C